Ammonium hexaiodoiridium I[Ir](I)(I)(I)(I)I.[NH4+]